C(=O)OCC#C 2-propynyl formate